C1(CC1)CC(N1CCN(CC1)C(C=C)=O)C1=CC=C(C=C1)[C@H](C)NC=1N=CC2=C(N(C(OC2)=O)C)N1 7-[[(1S)-1-[4-[2-Cyclopropyl-1-(4-prop-2-enoylpiperazin-1-yl)ethyl]phenyl]ethyl]amino]-1-methyl-4H-pyrimido[4,5-d][1,3]oxazin-2-one